FC=1C=C2C(C(=C(C(C2=CC1)=O)C)CC=1OC=CC1)=O 6-fluoro-3-(furan-2-ylmethyl)-2-methylnaphthalene-1,4-dione